3-cyanoaniline C(#N)C=1C=C(N)C=CC1